N1(CCCCCC1)CC1=CC(=C(CNC2=C3C(N(C(=NC3=CC=C2)C)C2C(NC(CC2)=O)=O)=O)C=C1)F 3-(5-((4-(azepan-1-ylmethyl)-2-fluorobenzyl)amino)-2-methyl-4-oxoquinazolin-3(4H)-yl)piperidine-2,6-dione